(Z)-N'-(2-Hydroxy-2-methylpropanoyl)-3-(3-(3-(pentafluoro-sulfanyl)-5-(trifluoromethyl)phenyl)-1H-1,2,4-triazol-1-yl)acrylhydrazid OC(C(=O)NNC(\C=C/N1N=C(N=C1)C1=CC(=CC(=C1)C(F)(F)F)S(F)(F)(F)(F)F)=O)(C)C